[N+](=O)([O-])C1=CC=C(OC2=CC=C(C=C2)C(C(F)(F)F)(C(F)(F)F)C2=CC=C(C=C2)OC2=CC=C(C=C2)[N+](=O)[O-])C=C1 2,2-bis[4-(4-nitrophenoxy)phenyl]hexafluoropropane